OC=1C=C(C=CC1[N+](=O)[O-])C1=CCCN(C1)C(=O)OC(C)(C)C tert-Butyl 5-(3-hydroxy-4-nitrophenyl)-3,6-dihydro-2H-pyridine-1-carboxylate